[(6-methoxypyrazin-2-yl)methyl]({2-[(9R)-9-(pyridin-2-yl)-6-oxaspiro[4.5]decan-9-yl]ethyl})amine COC1=CN=CC(=N1)CNCC[C@]1(CCOC2(CCCC2)C1)C1=NC=CC=C1